N1=C(C=CC=C1OCCCCCCCCOC1=CC=CC(=N1)C1=NC=CC=C1)C1=NC=CC=C1 1,8-bis([2,2'-bipyridyl]-6-yloxy)octane